N-(6-(N-(1-methylcyclopropyl)sulfamoyl)-2,4-dioxo-1-(3-(triisopropylsilyl)prop-2-yn-1-yl)-1,4-dihydroquinazolin-3(2H)-yl)bicyclo[1.1.0]butane-1-carboxamide CC1(CC1)NS(=O)(=O)C=1C=C2C(N(C(N(C2=CC1)CC#C[Si](C(C)C)(C(C)C)C(C)C)=O)NC(=O)C12CC2C1)=O